propan-2-yl 2-[(2R,3R,4S,5S,6R)-6-(4-nitrophenoxy)-3,4,5-tris[(trimethylsilyl)oxy]oxan-2-yl]ethane-1-sulfonate [N+](=O)([O-])C1=CC=C(O[C@@H]2[C@H]([C@H]([C@@H]([C@H](O2)CCS(=O)(=O)OC(C)C)O[Si](C)(C)C)O[Si](C)(C)C)O[Si](C)(C)C)C=C1